(R)-3-methyl-4-(8-(1-methyl-1H-imidazol-5-yl)-3-(1H-pyrazol-5-yl)imidazo[1,2-b]pyridazin-6-yl)morpholine C[C@H]1N(CCOC1)C=1C=C(C=2N(N1)C(=CN2)C2=CC=NN2)C2=CN=CN2C